C(#N)C=1C=C(C(=C2CCCC12)NC(=O)N=[S@@](=O)(N)C=1C=NN2C1OCCC2)C2CC2 (S)-N'-((7-cyano-5-cyclopropyl-2,3-dihydro-1H-inden-4-yl)carbamoyl)-6,7-dihydro-5H-pyrazolo[5,1-b][1,3]oxazine-3-sulfonimidamide